N-methyl-2-hydroxyethylamine CNCCO